(2S,3R)-3-((2-amino-6-methylpyridin-4-yl)methyl)-N2-(1-methyl-1H-pyrazol-3-yl)-N1-((R)-1-(3,4-dimethylphenyl)propyl)-N2-methyl-4-oxoazetidine-1,2-dicarboxamide NC1=NC(=CC(=C1)C[C@@H]1[C@H](N(C1=O)C(=O)N[C@H](CC)C1=CC(=C(C=C1)C)C)C(=O)N(C)C1=NN(C=C1)C)C